C(#N)C1=CC=C(C=C1)C1(N(CCN(C1=O)C1=CC=C(C=C1)OC)C1=CC=C(C=C1)OC)C(=O)OCC ethyl 2-(4-cyanophenyl)-1,4-bis(4-methoxyphenyl)-3-oxopiperazine-2-carboxylate